The molecule is a 1,2-diacyl-sn-glycerol in which the acyl groups at positions 1 and 2 are specified as palmitoyl and (4Z,7Z,10Z,13Z,16Z,19Z)-docosahexaenoyl respectively. It derives from an all-cis-docosa-4,7,10,13,16,19-hexaenoic acid and a hexadecanoic acid. CCCCCCCCCCCCCCCC(=O)OC[C@H](CO)OC(=O)CC/C=C\\C/C=C\\C/C=C\\C/C=C\\C/C=C\\C/C=C\\CC